ClC1=NC2=CC=C(C=C2C(=C1C(=O)Cl)Cl)OC 2,4-dichloro-6-methoxyquinoline-3-carbonyl chloride